methyl 3-(9-((4-(((tert-butoxycarbonyl)amino)methyl)-2,6-dimethylphenyl)carbamoyl)-4,5-dihydrobenzo[b]thieno[2,3-d]oxepin-8-yl)-6-((1-(methylcarbamoyl)cyclohexyl)carbamoyl)picolinate C(C)(C)(C)OC(=O)NCC1=CC(=C(C(=C1)C)NC(=O)C1=CC2=C(OCCC3=C2SC=C3)C=C1C=1C(=NC(=CC1)C(NC1(CCCCC1)C(NC)=O)=O)C(=O)OC)C